ClC1=NN=C2N1N=C(C=C2)N2CCC(CC2)C2=CC=C(C(=O)N1CC(C1)C(=O)NC1=CC=C(C=C1)N[C@@H]1C[C@@H](N(C3=CC=CC=C13)C(CC)=O)C)C=C2 1-(4-(1-(3-Chloro-[1,2,4]triazolo[4,3-b]pyridazin-6-yl)piperidin-4-yl)benzoyl)-N-(4-(((2S,4R)-2-methyl-1-propionyl-1,2,3,4-tetrahydroquinolin-4-yl)amino)phenyl)azetidine-3-carboxamide